2-(2,6-dioxopiperidin-3-yl)-5-((3-(4-(6-(6-(2-(3-fluorophenyl)pyrrolidin-1-yl)imidazo[1,2-b]pyridazin-3-yl)pyridin-2-yl)piperazin-1-yl)azetidin-1-yl)methyl)isoindoline O=C1NC(CCC1N1CC2=CC=C(C=C2C1)CN1CC(C1)N1CCN(CC1)C1=NC(=CC=C1)C1=CN=C2N1N=C(C=C2)N2C(CCC2)C2=CC(=CC=C2)F)=O